FC1(OC=2C(=CC3=C(N=C(S3)NC([C@H](C)N3C[C@@H](CCC3)C3=CNC(C=C3)=O)=O)C2)O1)F (S)-N-(2,2-difluoro-[1,3]dioxolo[4',5':4,5]benzo[1,2-d]thiazol-6-yl)-2-((S)-3-(6-oxo-1,6-dihydropyridin-3-yl)piperidin-1-yl)propanamide